ClC=1C=C(C=CC1C(=O)N1CCN(CC1)C(=O)C1CCNCC1)NC(=O)C=1N(C(=CN1)C=1C(=NN(C1)C1=NC=C(C=C1)[N+](=O)[O-])C(F)(F)F)C N-[3-chloro-4-[4-(piperidine-4-carbonyl)piperazine-1-carbonyl]phenyl]-1-methyl-5-[1-(5-nitro-2-pyridyl)-3-(trifluoromethyl)pyrazol-4-yl]imidazole-2-carboxamide